Diethoxydiethyl-silan C(C)O[Si](CC)(CC)OCC